tert-butyl 3-({1-[(benzyloxy)carbonyl]pyrrolidin-3-yl}amino)-4-hydroxypyrrolidine-1-carboxylate C(C1=CC=CC=C1)OC(=O)N1CC(CC1)NC1CN(CC1O)C(=O)OC(C)(C)C